N-(4-(thiophen-2-yl)benzyl)propionamide S1C(=CC=C1)C1=CC=C(CNC(CC)=O)C=C1